CN(S(=O)(=O)CC1=CC=C(C=C1)[N+](=O)[O-])C N,N-dimethyl-1-(4-nitrophenyl)methanesulfonamide